FC=1C=C(C=CC1)C=1NC(=C(C1)C(=O)NCCN1CCN(CC1)C)C1=CC=CC=C1 (3-fluorophenyl)N-(2-(4-methylpiperazin-1-yl)ethyl)-5-phenylAzole-4-carboxamide